C1(=CC=CC=C1)[C@@H]1C[C@H](N(C1)C(=O)OC(C)(C)C)C1=NC(=NO1)CCCCC1=CC=CC=C1 tert-Butyl (2S,4S)-4-phenyl-2-(3-(4-phenylbutyl)-1,2,4-oxadiazol-5-yl)pyrrolidine-1-carboxylate